C(=O)(O)C1CC2=CC(=CC=C2CC1)OC1=C(C=CC=C1)C1=CC(=CC=C1)Cl 2-carboxy-7-((3'-chloro-[1,1'-biphenyl]-2-yl)oxy)-1,2,3,4-tetrahydronaphthalene